2,4-bis(4-morpholin-4-ylbutoxycarbonyl)cyclobutane N1(CCOCC1)CCCCOC(=O)C1CC(C1)C(=O)OCCCCN1CCOCC1